CN(C1=C2C=CC=C(C2=CC=C1)S(=O)(=O)O)C 5-(dimethylamino)-1-naphthalenesulfonic acid